C1(CC1)S(=O)(=O)C1=CC(=C(NCC#C)C=C1)OC 4-(cyclopropanesulfonyl)-2-methoxy-N-(prop-2-yn-1-yl)aniline